ClC1=CC(=NC(=C1)C1=C(C=CC=C1C)C)NS(=O)(=O)C1=CC(=CC=C1)[N+](=O)[O-] N-[4-Chloro-6-(2,6-dimethylphenyl)pyridin-2-yl]-3-nitrobenzene-1-sulfonamide